[45Sc] The molecule is the stable isotope of scandium with relative atomic mass 44.955910, 100 atom percent natural abundance and nuclear spin 7/2.